ClC1=C(OCC2=CC(=NC=C2)OC2CCN(CC2)CC2=NC3=C(N2C[C@H]2OCC2)C=C(C=C3)C(=O)O)C=CC(=C1)Cl (S)-2-((4-((4-((2,4-Dichlorophenoxy)methyl)pyridin-2-yl)oxy)piperidin-1-yl)methyl)-1-(oxetan-2-ylmethyl)-1H-benzo[d]imidazole-6-carboxylic acid